ClC1=NC=CC(=C1)N(C(=O)N)C1=CC=CC=C1 (2-chloro-4-pyridinyl)-N-phenylurea